C(C1=CC=CC=C1)O[C@H]1[C@H](OC2(CC=CC2)[C@@H]([C@H]1N1N=NC(=C1)C1=CC(=C(C(=C1)F)F)F)OCC1=CC=CC=C1)COCC1=CC=CC=C1 1-((7R,8R,9S,10R)-8,10-bis(benzyloxy)-7-((benzyloxy)methyl)-6-oxaspiro[4.5]dec-2-en-9-yl)-4-(3,4,5-trifluorophenyl)-1H-1,2,3-triazole